ethyl (2E)-3-azidoprop-2-enoate N(=[N+]=[N-])/C=C/C(=O)OCC